R-4-benzyl-3-((R)-3-hydroxy-2,2-dimethyloct-7-ynoyl)-5,5-dimethyloxazolidin-2-one C(C1=CC=CC=C1)[C@H]1N(C(OC1(C)C)=O)C(C([C@@H](CCCC#C)O)(C)C)=O